(R and S)-N-(2-(1-cyclobutyl-2-hydroxyethyl)-3-oxoisoindolin-4-yl)-2-ethoxybenzamide C1(CCC1)[C@H](CO)N1CC2=CC=CC(=C2C1=O)NC(C1=C(C=CC=C1)OCC)=O |r|